tert.-butyl-cumyl peroxide C(C)(C)(C)OOC(C)(C)C1=CC=CC=C1